((tert-butyldimethylsilyloxy) methyl)-3-hydroxypiperidine-1-carboxylate [Si](C)(C)(C(C)(C)C)OCOC(=O)N1CC(CCC1)O